behenyl isocyanate C(CCCCCCCCCCCCCCCCCCCCC)N=C=O